tert-butyl (2-(2-(2-(3-(2-((5-methyl-4-(1-(2-methylbenzoyl)indolin-5-yl)thiazol-2-yl)amino)-2-oxoethyl)phenoxy)ethoxy)ethoxy)ethyl)carbamate CC1=C(N=C(S1)NC(CC=1C=C(OCCOCCOCCNC(OC(C)(C)C)=O)C=CC1)=O)C=1C=C2CCN(C2=CC1)C(C1=C(C=CC=C1)C)=O